C(C)(C)(C)C(C(=N)C(C)(C)C)=N di(tert-butyl)ethane-1,2-diimine